(2S,4R)-1-[(2S)-2-(4-cyclopropyltriazol-1-yl)-3,3-dimethyl-butanoyl]-4-hydroxy-N-[(4-oxazol-5-ylphenyl)methyl]pyrrolidine-2-carboxamide C1(CC1)C=1N=NN(C1)[C@H](C(=O)N1[C@@H](C[C@H](C1)O)C(=O)NCC1=CC=C(C=C1)C1=CN=CO1)C(C)(C)C